BrC=1C=C2CCC(SC2=C(C1)F)CCC(=O)OCC ethyl 3-(6-bromo-8-fluoro-thiochroman-2-yl)-propionate